SC1=C(OC2=CC(=NC=N2)OC2=C(C=CC=C2)/C(/C(=O)OC)=C\OC)C=CC=C1 methyl (E)-2-[2-[6-(2-sulfanylphenoxy) pyrimidin-4-yloxy] phenyl]-3-methoxypropenoate